Sodium 3-(quinolin-2-yl)-4-(thiophen-2-ylmethyl)-5-thioxo-4,5-dihydro-1,2,4-triazol-1-ide N1=C(C=CC2=CC=CC=C12)C1=N[N-]C(N1CC=1SC=CC1)=S.[Na+]